3-(1-(3-(4-(difluoromethyl)-4H-1,2,4-triazol-3-yl)propyl)pyrrolidin-3-yl)-1-(4-methylbenzenesulfonyl)-1H-indole FC(N1C(=NN=C1)CCCN1CC(CC1)C1=CN(C2=CC=CC=C12)S(=O)(=O)C1=CC=C(C=C1)C)F